BrC=1C=CC(=NC1)N1N=CN=C1 5-bromo-2-(1H-1,2,4-triazol-1-yl)pyridine